6-chloro-4-methoxy-N-((1r,4r)-4-methoxycyclohexyl)pyridinecarboxamide ClC1=CC(=CC(=N1)C(=O)NC1CCC(CC1)OC)OC